2-amino-4-oxo-5-(4-(trifluoromethyl)phenyl)-4,5-dihydrofuran-3-yl-5-d phenylmethanesulfonate C1(=CC=CC=C1)CS(=O)(=O)OC1=C(OC(C1=O)([2H])C1=CC=C(C=C1)C(F)(F)F)N